[(2R,3R,4R,5R)-4-Acetoxy-2-[2-(butylamino)-2-oxo-ethyl]-5-[2-(2-methylpropanoyl-amino)-6-oxo-1H-purin-9-yl]tetrahydrofuran-3-yl] acetate C(C)(=O)O[C@@H]1[C@H](O[C@H]([C@@H]1OC(C)=O)N1C=2N=C(NC(C2N=C1)=O)NC(C(C)C)=O)CC(=O)NCCCC